OC(C(=O)NC(C(=O)O)CCN(CCCCC1=NC=2NCCCC2C=C1)CCOC1=CC=CC=C1)(C)C1=CC=CC=C1 2-[[2-hydroxy-2-phenyl-propanoyl]amino]-4-[2-phenoxyethyl-[4-(5,6,7,8-tetrahydro-1,8-naphthyridin-2-yl)butyl]amino]butanoic acid